5-(1-bromo-8-chloroimidazo[1,5-a]pyrazin-3-yl)hexahydro-1H-cyclopropa[a]indolizin-2(1aH)-one BrC=1N=C(N2C1C(=NC=C2)Cl)C2CN1C(C3C(C1CC2)C3)=O